CCC=1SC=CC1 (2-ethyl)thiophen